4'-tertiarypentylbiphenyl-amine C(C)(C)(CC)C1=CC=C(C=C1)C=1C(=CC=CC1)N